CC=1OC(=CC1C(=O)NC1=NC(=NS1)CC(C)=O)C1=CC(=CC=C1)C#N 2-methyl-5-(3-cyanophenyl)-N-(3-(2-oxopropyl)-1,2,4-thiadiazol-5-yl)furan-3-carboxamide